(E)-5-chloro-3-((1-hydroxy-2-methylprop-ylimino)methyl)-2-(isobutyryloxy)phenyl nicotinate C(C1=CN=CC=C1)(=O)OC1=C(C(=CC(=C1)Cl)/C=N/C(C(C)C)O)OC(C(C)C)=O